ethyl 4-[2-(cyclopropylamino) ethyl]-4H-pyrrolo[3,2-d][1,3]thiazole-5-carboxylate C1(CC1)NCCN1C(=CC=2N=CSC21)C(=O)OCC